(R)-tert-butyl (3-(4-bromo-2-(N,N-dibenzylsulfamoyl)-3-(2-(4-methoxybenzyl)-2H-tetrazol-5-yl)phenylsulfonamido)-2-((tertbutyldimethylsilyl)oxy)propyl)carbamate BrC1=C(C(=C(C=C1)S(=O)(=O)NC[C@@H](CNC(OC(C)(C)C)=O)O[Si](C)(C)C(C)(C)C)S(N(CC1=CC=CC=C1)CC1=CC=CC=C1)(=O)=O)C=1N=NN(N1)CC1=CC=C(C=C1)OC